C(C)(C)(C)OC(=O)N(NC(C(CCSCCSCCO)(C)C1=CC(=CC=C1)\C=C(\C(=O)OCC)/C)=O)C.C1(CCCC1)CCCCCCCC(=O)O cyclopentaneoctanic acid Tert-Butyl-(E)-2-(2-(3-(3-ethoxy-2-methyl-3-oxoprop-1-en-1-yl)phenyl)-4-((2-((2-hydroxyethyl)thio)ethyl)thio)-2-methylbutanoyl)-1-methylhydrazine-1-carboxylate